NC(C(=O)NCCN(C)CC1=CC=CC=C1)(C)C 2-amino-N-(2-(benzyl-(methyl)amino)ethyl)-2-methylpropanamide